(S)-2-(1-(9H-purin-6-ylamino)propyl)-3-(3-fluorophenyl)-4H-chromen-4-one hydrochloride Cl.N1=CN=C2NC=NC2=C1N[C@@H](CC)C=1OC2=CC=CC=C2C(C1C1=CC(=CC=C1)F)=O